NC1=C(N(N=C1C)CC1=CC=C(C=C1)OC)C1=C(C=C(C(=C1)N1CCOCC1)F)NC(OC(C)(C)C)=O tert-butyl N-[2-[4-amino-2-[(4-methoxyphenyl)methyl]-5-methyl-pyrazol-3-yl]-5-fluoro-4-morpholino-phenyl]carbamate